methyl N2-(L-alanyl)-N6-(tert-butoxycarbonyl)-L-lysinate N[C@@H](C)C(=O)N[C@@H](CCCCNC(=O)OC(C)(C)C)C(=O)OC